3-(3-phenylpropyl)-5-[(2S)-1-benzylsulfonyl-pyrrolidin-2-yl]-1,2,4-oxadiazole C1(=CC=CC=C1)CCCC1=NOC(=N1)[C@H]1N(CCC1)S(=O)(=O)CC1=CC=CC=C1